[Er].OC=1C=CC=C2C=CC=NC12 (8-hydroxyquinoline) erbium